C(C)(=O)NC=1C(=NC=C(C1)C(F)(F)F)N1C(CN(CC1)CC(=O)O)C1=CC=C(C=C1)Cl 2-(4-(3-acetamido-5-(trifluoromethyl)pyridin-2-yl)-3-(4-chlorophenyl)piperazin-1-yl)acetic acid